5-Methoxy-1-[trans-4-(pyridin-2-yloxy)cyclohexyl]-8-(trifluoromethyl)-5,6-dihydro-4H-[1,2,4]triazolo[4,3-a][1]benzazepin COC1CC=2N(C3=C(C1)C=C(C=C3)C(F)(F)F)C(=NN2)[C@@H]2CC[C@H](CC2)OC2=NC=CC=C2